C(C)C=1C=CC2=C(C(=C(O2)C(=O)[O-])C)C1S(N(CCC1=CC=CC=C1)C1=CC=CC=C1)(=O)=O 5-Ethyl-(N-phenyl-N-phenethylsulfamoyl)-3-methylbenzofuran-2-carboxylate